CCCCCCCCCCCCCCCCCCCCCCCCCCCC(=O)O The molecule is a straight-chain saturated fatty acid that is octacosane in which one of the terminal methyl groups has been oxidised to the corresponding carboxy group. It has a role as a plant metabolite. It is a straight-chain saturated fatty acid and an ultra-long-chain fatty acid. It is a conjugate acid of an octacosanoate.